4-[(1-tert-Butoxycarbonyl-4-piperidinyl)methyl]-3-keto-piperazine-1-carboxylic acid benzyl ester C(C1=CC=CC=C1)OC(=O)N1CC(N(CC1)CC1CCN(CC1)C(=O)OC(C)(C)C)=O